N1=CC=C2N1C=CC(=C2)C=2OC=C(N2)C(=O)OCC ethyl 2-pyrazolo[1,5-a]pyridin-5-yloxazole-4-carboxylate